ClC1=CC(=C(C=N1)C1=NC=C(C=C1F)CN1CC(C1)(CS(=O)(=O)C)C)NCC[C@@H](C)O (R)-4-((6'-chloro-3-fluoro-5-((3-methyl-3-((methylsulfonyl)methyl)azetidin-1-yl)methyl)-[2,3'-bipyridin]-4'-yl)amino)butan-2-ol